ClC=1C(N(C=CC1)C=1C=NC(=CC1)N[C@@H]1C[C@H](CC1)NC1=NC=C(N=C1)C1CC1)=O 3-Chloro-6'-(((1S,3S)-3-((5-Cyclopropylpyrazin-2-yl)amino)cyclopentyl)amino)-2H-[1,3'-bipyridin]-2-one